FC=1C(=CC2=CNN=C2C1)[N+](=O)[O-] 6-fluoro-5-nitro-2H-indazole